3-chloro-4-((S)-2-(dimethylamino)-3-((S)-3-phenylbutanamido)propyl)benzamide ClC=1C=C(C(=O)N)C=CC1C[C@@H](CNC(C[C@H](C)C1=CC=CC=C1)=O)N(C)C